(R)-N-((3-Methoxythiophen-2-yl)methyl)-N-methyl-2-(9-(pyridin-2-yl)-6-oxaspiro[4.5]decan-9-yl)ethylamine COC1=C(SC=C1)CN(C)CC[C@]1(CCOC2(CCCC2)C1)C1=NC=CC=C1